N-(5-((5-chloropyridin-2-yl)methoxy)-1,3,4-thiadiazol-2-yl)-2-(2-methoxyphenyl)-1,7-naphthyridine-3-carboxamide ClC=1C=CC(=NC1)COC1=NN=C(S1)NC(=O)C=1C(=NC2=CN=CC=C2C1)C1=C(C=CC=C1)OC